(2S)-4-[(3-chlorophenyl)carbamoyl]-2-({[(9H-fluoren-9-yl)methoxy]carbonyl}amino)butanoic acid ClC=1C=C(C=CC1)NC(=O)CC[C@@H](C(=O)O)NC(=O)OCC1C2=CC=CC=C2C=2C=CC=CC12